N-(4-methoxyphenyl)-N,5-dimethylfuro[2,3-d]pyrimidin-4-amine COC1=CC=C(C=C1)N(C=1C2=C(N=CN1)OC=C2C)C